5-((4-(5-(4,4,5,5-tetramethyl-1,3,2-dioxaborolan-2-yl)benzo[d]Oxazol-2-yl)piperidin-1-yl)methyl)pyrrolidin-2-one CC1(OB(OC1(C)C)C=1C=CC2=C(N=C(O2)C2CCN(CC2)CC2CCC(N2)=O)C1)C